OCCOCCNC(CC[C@H](NC(CC[C@@H](C(NCCOCCO)=O)NC(OCC1=CC=CC=C1)=O)=O)C(NCCOCCO)=O)=O benzyl ((10S,15S)-1,22-dihydroxy-10-((2-(2-hydroxyethoxy)ethyl)carbamoyl)-7,12,16-trioxo-3,20-dioxa-6,11,17-triazadocosan-15-yl)carbamate